(1S,3S)-3-((6-(3-((((benzyloxy)carbonyl)amino)methyl)-5-chlorothiophene-2-yl)-2-methylpyridin-3-yl)oxy)cyclohexane-1-carboxylic acid C(C1=CC=CC=C1)OC(=O)NCC1=C(SC(=C1)Cl)C1=CC=C(C(=N1)C)O[C@@H]1C[C@H](CCC1)C(=O)O